ClC=1C=CC(=C(C=NC(C(=O)O)C(C)C)C1)OC(C(C)C)=O 2-(5-chloro-2-(isobutyryloxy)benzylidene-amino)-3-methylbutanoic acid